C(C)N(C(C1=C(C=CC(=C1)F)OC1=C(N=CN=N1)N1CC2(CN(C2)[C@@H](C(C)C)CCCN[C@@H](CO)COC)CC1)=O)C(C)C N-ethyl-5-fluoro-2-((5-(2-((R)-6-(((S)-1-hydroxy-3-methoxypropan-2-yl)amino)-2-methylhexan-3-yl)-2,6-diazaspiro[3.4]oct-6-yl)-1,2,4-triazin-6-yl)oxy)-N-isopropylbenzamide